IC1=CC=C(C=C2C(NN(C2=O)C2=CC=C(C=C2)I)=O)C=C1 4-(4-Iodobenzylidene)-1-(4-iodophenyl)pyrazolidine-3,5-dione